FC=1C=CC2=C(CCO2)C1CNC1=NC=C(C=2N1C=NN2)C=2C=1N(C(=CC2)[C@@](C)(CC)O)N=CN1 (R)-2-(8-(5-(((5-fluoro-2,3-dihydrobenzofuran-4-yl)methyl)amino)-[1,2,4]Triazolo[4,3-c]Pyrimidin-8-yl)-[1,2,4]Triazolo[1,5-a]Pyridin-5-yl)butan-2-ol